5-ethoxy-1,3,4-thiadiazol-2-amine C(C)OC1=NN=C(S1)N